C(N)(OC(C1(CCN(CC1)C1=NC=C(N=C1)SC1=C(C(=CC=C1)S(=O)(=O)F)Cl)C)C(C)(C)C)=O tert-Butyl((1-(5-((2-chloro-3-(fluorosulfonyl)phenyl)thio)pyrazin-2-yl)-4-methylpiperidin-4-yl)methyl) carbamate